ClC1=CC=C(C(=N1)C(=O)O)N[C@H](C)C1=C2N=C(C(=NC2=CC(=C1)C)C#N)N(CC)CC (R)-6-chloro-3-((1-(2-cyano-3-(diethylamino)-7-methylquinoxalin-5-yl)ethyl)amino)picolinic acid